N(=[N+]=[N-])C1=CC(=C(C(=O)OCC(C(C(C(COC(C2=C(C=C(C=C2)N=[N+]=[N-])Cl)=O)OC(C2=C(C=C(C=C2)N=[N+]=[N-])Cl)=O)OC(C2=C(C=C(C=C2)N=[N+]=[N-])Cl)=O)OC(C2=C(C=C(C=C2)N=[N+]=[N-])Cl)=O)OC(C2=C(C=C(C=C2)N=[N+]=[N-])Cl)=O)C=C1)Cl hexane-1,2,3,4,5,6-hexayl hexakis(4-azido-2-chlorobenzoate)